5-(2-propenyl-thio)-2,4(1H,3H)-pyrimidinedione C(C=C)SC=1C(NC(NC1)=O)=O